C(C)(C)[C@H]1NC(C2=CC=CC=C2C1)=O (S)-3-isopropyl-3,4-dihydroisoquinolin-1(2H)-one